spiro[3.3]heptan-2-ylmethyl (1-(3-chloro-2-cyano-4-(2,6-dioxopiperidin-3-yl)phenyl)azetidin-3-yl)carbamate ClC=1C(=C(C=CC1C1C(NC(CC1)=O)=O)N1CC(C1)NC(OCC1CC2(C1)CCC2)=O)C#N